2-(4-(3-amino-6-(2-hydroxyphenyl)pyridazin-4-yl)-1H-pyrazol-1-yl)acetic acid NC=1N=NC(=CC1C=1C=NN(C1)CC(=O)O)C1=C(C=CC=C1)O